C(C(=C)C)(=O)OC1CC2CCC1C2 3-norbornyl methacrylate